C(C)OC(CN1C(N(C2=C1C=CC=C2C)C=2C=NC(=CC2)Br)=O)=O 2-[3-(6-bromo-3-pyridinyl)-4-methyl-2-oxo-benzimidazol-1-yl]acetic acid ethyl ester